4-(2-(benzo[d]thiazol-2-yl)vinyl)-N,N-dimethylaniline S1C(=NC2=C1C=CC=C2)C=CC2=CC=C(N(C)C)C=C2